1-(t-butyldimethylsilyl)-4-(3-(trimethoxysilyl)propyl)piperazine [Si](C)(C)(C(C)(C)C)N1CCN(CC1)CCC[Si](OC)(OC)OC